(R)-4'-chloro-3'-{4-[(tetrahydrofuran-3-yl)oxy]benzoyl}-(1,1'-biphenyl)-4-carbonitrile ClC1=C(C=C(C=C1)C1=CC=C(C=C1)C#N)C(C1=CC=C(C=C1)O[C@H]1COCC1)=O